The molecule is a very long-chain fatty acid that is docosa-10,16-dienoic acid which is substituted by methyl groups at positions 4, 6, 8, 12, 14, 18 and 20, by hydroxy groups at positions 11, 19 and 21, and by a (2',5-dimethyloctahydro-2,2'-bifuran-5-yl)ethanol group at position 21. An ionophore produced by Streptomyces conglobatus, it is used in research to raise the intracellular level of Ca(2+) and as a research tool to understand Ca(2+) transport across biological membranes. It has a role as a metabolite and a calcium ionophore. It is an enol, a cyclic ether, a very long-chain fatty acid and a polyunsaturated fatty acid. C[C@H](CCC(=O)O)C[C@H](C)C[C@H](C)C(=O)/C=C(/[C@H](C)C[C@H](C)C/C=C/[C@@H](C)[C@H]([C@@H](C)[C@H](C[C@@H]1CC[C@@](O1)(C)[C@H]2CC[C@@](O2)(C)[C@@H](C)O)O)O)\\O